CC(C)(COP(=O)(O)OP(=O)(O)OC[C@@H]1[C@H]([C@H]([C@@H](O1)N2C=NC3=C(N=CN=C32)N)O)O)[C@H](C(=O)NCCC(=O)NCCS)O The molecule is an adenosine 5'-phosphate that is coenzyme A in which the phosphate group at position 3' has been replaced by a hydrogen atom. It is an intermediate metabolite in pantothenate and CoA biosynthesis It has a role as an Escherichia coli metabolite, a human metabolite and a mouse metabolite. It derives from a coenzyme A. It is a conjugate acid of a 3'-dephospho-CoA(2-).